N-(2-aminophenyl)-4-((4-((((1S,2R)-2-(4-fluorophenyl)cyclopropyl)amino)methyl)-1H-1,2,3-triazol-1-yl)methyl)benzamide NC1=C(C=CC=C1)NC(C1=CC=C(C=C1)CN1N=NC(=C1)CN[C@@H]1[C@H](C1)C1=CC=C(C=C1)F)=O